FC1=C(C=CC(=C1I)F)NS(=O)(=O)C1=CC(=CC=C1)F N-(2,4-difluoro-3-iodophenyl)-3-fluorobenzenesulfonamide